C(C)N1C(=NN=C(C1=O)N[C@H]1CN(C[C@@H](C1)F)CC)C1=C(C2=C(SC=C2)C=C1)O 4-ethyl-6-(((3R,5R)-1-ethyl-5-fluoropiperidin-3-yl)amino)-3-(4-hydroxybenzo[b]thiophen-5-yl)-1,2,4-triazine-5(4H)-one